3-[4-(5-chloropyrimidin-2-yl)-1,3-thiazol-2-yl]-9-fluoro-1,3,4,11,12,12a-hexahydropyrido[1,2-b][2]benzazepin-6(2H)-one ClC=1C=NC(=NC1)C=1N=C(SC1)C1CCC2N(C(C3=C(CC2)C=C(C=C3)F)=O)C1